3,5-bis(3,5-dibromobenzyl)-4-piperidone BrC=1C=C(CC2CNCC(C2=O)CC2=CC(=CC(=C2)Br)Br)C=C(C1)Br